1-(2-methoxy-4-pentylphenyl)propan-2-amine COC1=C(C=CC(=C1)CCCCC)CC(C)N